5-chloro-N-((1S,3R)-3-(2-(2-fluorophenyl)-6-(1H-1,2,4-triazol-3-yl)-1H-imidazo[4,5-c]pyridin-1-yl)cyclohexyl)-2-((2-phenyl-1,3-dioxan-5-yl)oxy)benzamide ClC=1C=CC(=C(C(=O)N[C@@H]2C[C@@H](CCC2)N2C(=NC=3C=NC(=CC32)C3=NNC=N3)C3=C(C=CC=C3)F)C1)OC1COC(OC1)C1=CC=CC=C1